C([C@@H](C(=O)O)N)SC(CC(=O)O)C(=O)O The molecule is an L-cysteine thioether that is L-cysteine in which the hydrogen of the thiol group has been replaced by a 1,2-dicarboxyethyl group. It is a chemical modification which occurs in tissue proteins and formed by a Michael addition of cysteine to fumaric acid. It has a role as a Maillard reaction product and a human metabolite. It is a L-cysteine thioether and a tricarboxylic acid.